1-(5-((4-(3-fluoropyridin-2-yl)piperazin-1-yl)methyl)-1-oxoisoindolin-2-yl)dihydropyrimidine-2,4(1H,3H)-dione FC=1C(=NC=CC1)N1CCN(CC1)CC=1C=C2CN(C(C2=CC1)=O)N1C(NC(CC1)=O)=O